C1(=C(C=CC=C1)P(C1CCCCC1)C1CCCCC1)C1=CC=CC=C1 (2-Biphenylyl)dicyclohexylphosphine